FC1=CC=C(C=C1)NC=1OC(=NN1)C1=CC=CC=C1 (4-fluorophenyl)-5-phenyl-1,3,4-oxadiazol-2-amine